(2-methoxy-4-prop-1-enylphenyl) acetate C(C)(=O)OC1=C(C=C(C=C1)C=CC)OC